trimethyl-(3-methylphenyl)silane C[Si](C1=CC(=CC=C1)C)(C)C